(R)-N-Ethyl-5-fluoro-N-isopropyl-2-((5-(2-(6-((2-methoxyethyl)amino)-2-methylhexan-3-yl)-2,6-diazaspiro[3.4]oct-6-yl)-1,2,4-triazin-6-yl)oxy)benzamide C(C)N(C(C1=C(C=CC(=C1)F)OC1=C(N=CN=N1)N1CC2(CN(C2)[C@@H](C(C)C)CCCNCCOC)CC1)=O)C(C)C